NC1=CC=C(C=C1)S(=O)(=O)N(C1=NC=CC=N1)CC 4-amino-N-ethyl-N-pyrimidin-2-yl-benzenesulfonamide